(R)-4-(2-(1H-indol-4-yl)-6-(3-methylthiophene-2-yl)pyrido[3,2-d]pyrimidin-4-yl)-3-methylmorpholine N1C=CC2=C(C=CC=C12)C=1N=C(C2=C(N1)C=CC(=N2)C=2SC=CC2C)N2[C@@H](COCC2)C